N,N-dimethylbenzylanilinium C[N+](C1=CC=CC=C1)(C)CC1=CC=CC=C1